FC=1C=C(C=CC1C=1C(=NN(C1)COCC[Si](C)(C)C)F)NC1=NC(=NN1C)C=1C=NC(=CC1)F N-(3-fluoro-4-(3-fluoro-1-((2-(trimethylsilyl)ethoxy)methyl)-1H-pyrazol-4-yl)phenyl)-3-(6-fluoropyridin-3-yl)-1-methyl-1H-1,2,4-triazol-5-amine